NC1=C(C=C(N=N1)C1=C(C=CC=C1)O)N1CC2CCC(C1)N2C2=CC(=NC=C2)C#CCN2CCCC1(C(C1)(F)F)CC2 2-[6-amino-5-[8-[2-[3-(2,2-difluoro-7-azaspiro[2.6]nonan-7-yl)prop-1-ynyl]-4-pyridyl]-3,8-diazabicyclo[3.2.1]octan-3-yl]pyridazin-3-yl]phenol